NC(CC(CNC(OC(C)(C)C)=O)CNC1=NC=C(C=N1)SC)=O tert-butyl (4-amino-2-(((5-(methylthio)pyrimidin-2-yl)amino)methyl)-4-oxobutyl)carbamate